FC1=CC=C(C=C1)C1=NC=2C(=NC(=CC2)N2CCC2)N1C1=CC=NC=C1 1-[2-(4-fluorophenyl)-3-(pyridin-4-yl)-3H-imidazo[4,5-b]Pyridin-5-yl]Azetidine